3-((R)-7-(4-fluorobenzoyl)-8-methyl-3-(3-Methyl-1,2,4-thiadiazol-5-yl)-5,6,7,8-tetrahydroimidazo[1,5-a]pyrazin-1-yl)-6-oxa-3-Azabicyclo[3.1.0]hexane-2-one FC1=CC=C(C(=O)N2[C@@H](C=3N(CC2)C(=NC3N3C(C2OC2C3)=O)C3=NC(=NS3)C)C)C=C1